FC(CNC(OCC1=CC=CC=C1)=O)(COC=1C=C2C(=NN(C2=CC1)C1OCCCC1)I)F benzyl N-[2,2-difluoro-3-(3-iodo-1-tetrahydropyran-2-yl-indazol-5-yl)oxy-propyl]carbamate